CC1=CC=C(CCN2N=NC(=C2)CN2N=NN=C2)C=C1 1-((1-(4-methylphenethyl)-1H-1,2,3-triazol-4-yl)methyl)-1H-tetrazole